C(C)(C)[Si](C(C)C)(C(C)C)C#CC=1C=CC=C2C=CC=C(C12)C1=NC2=CC=NC=C2C=C1 (8-((triisopropylsilyl)ethynyl)naphthalen-1-yl)-1,6-naphthyridine